1,2,4-butanetricarbonitrile C(C(CCC#N)C#N)C#N